3,7-diazabicyclo[3.3.1]Nonane-3-carboxylic acid tert-butyl ester C(C)(C)(C)OC(=O)N1CC2CNCC(C1)C2